C1(CC1)N(C(=O)C=1C(=NN(C1F)C)C(F)F)CC1=C(C=CC(=C1)C)C1CC1 N-Cyclopropyl-N-(2-cyclopropyl-5-methylbenzyl)-3-(difluoromethyl)-5-fluoro-1-methyl-1H-pyrazol-4-carboxamid